COC(=O)C1=C(C=CC=2N(C=NC21)C=2N=NC(=CC2)NC=2SC1=C(N2)C=CC=C1)C=1C=NN(C1C)CC12CC3CC(CC(C1)C3)C2 5-(1-(adamantan-1-ylmethyl)-5-methyl-1H-pyrazol-4-yl)-1-(6-(benzo[d]thiazol-2-ylamino)pyridazin-3-yl)-1H-benzo[d]imidazole-4-carboxylic acid methyl ester